1,4-bis-(β-hydroxyethyl)hydroquinone OCCC1(O)C=CC(O)(C=C1)CCO